(E)-3-(3-(2,6-bis(trifluoromethyl)pyridin-4-yl)-1H-1,2,4-triazol-1-yl)-2-(5-cyanopyridin-3-yl)acrylic acid FC(C1=NC(=CC(=C1)C1=NN(C=N1)/C=C(/C(=O)O)\C=1C=NC=C(C1)C#N)C(F)(F)F)(F)F